C(CCCCC(C)(C)C)(=O)OOOC(C)(C)CC tert-amylperoxy neononanoate